O1C=CC=2C1=CN=C(C2)C(=O)O furo[2,3-c]pyridine-5-carboxylic acid